2-(N-(3-Acetylphenyl)methylsulfonamido)-N-(2-(phenylthio)phenyl)acetamid C(C)(=O)C=1C=C(C=CC1)N(S(=O)(=O)C)CC(=O)NC1=C(C=CC=C1)SC1=CC=CC=C1